5-(3,4-difluorophenoxy)pyrazin-2-amine FC=1C=C(OC=2N=CC(=NC2)N)C=CC1F